2-(phosphonomethylamino)acetic acid P(=O)(O)(O)CNCC(=O)O